13C-trans-aconitic acid C(C=C(C(=O)O)CC(=O)O)(=O)O